N-(2,2-dimethoxyethyl)-N,2-dimethyl-propanamidine COC(CN(C(C(C)C)=N)C)OC